3'-methyl-3-(oxetan-3-yl)-4-pentyl-[1,1'-biphenyl]-2,6-diol CC=1C=C(C=CC1)C=1C(=C(C(=CC1O)CCCCC)C1COC1)O